O1[C@@H](CC1)CN1C(=NC2=C1C=C(S2)C(=O)OC)CC2=CC=C(C=C2)B2OC(C(O2)(C)C)(C)C methyl (S)-1-(oxetan-2-ylmethyl)-2-(4-(4,4,5,5-tetramethyl-1,3,2-dioxaborolan-2-yl)benzyl)-1H-thieno[2,3-d]imidazole-5-carboxylate